tert-butyl (4-(dimethylphosphoryl)-2-(trifluoromethyl)phenyl)(prop-2-yn-1-yl)carbamate CP(=O)(C)C1=CC(=C(C=C1)N(C(OC(C)(C)C)=O)CC#C)C(F)(F)F